N1NCCCCCCC(CCC1)=O Diazacyclododecan-9-one